CC=1N=C2N(C=CC(=C2)B2OC(C(O2)(C)C)(C)C)C1C=1C=NC=CC1 2-Methyl-3-(3-pyridyl)-7-(4,4,5,5-tetramethyl-1,3,2-dioxaborolan-2-yl)imidazo[1,2-a]pyridine